O=C1NC=2N(C3=C1CCN(C3)C(=O)OC(C)(C)C)N=CC2CC=2C=NC=CC2 tert-butyl 5-oxo-3-(pyridin-3-ylmethyl)-5,6,7,9-tetrahydropyrazolo[1,5-a]pyrido[4,3-e]pyrimidine-8(4H)-carboxylate